N-[(1S)-1-(dicyclopropylmethyl)-2-[[5-(5-ethoxy-2-methyl-1-oxido-pyridin-1-ium-3-yl)-6-fluoro-2-pyridyl]amino]-2-oxo-ethyl]-2-isopropyl-pyrazole-3-carboxamide C1(CC1)C([C@@H](C(=O)NC1=NC(=C(C=C1)C=1C(=[N+](C=C(C1)OCC)[O-])C)F)NC(=O)C=1N(N=CC1)C(C)C)C1CC1